C(C)N(S(=O)(=O)NC=1C=C2C(=CNC2=CC1)C1CCN(CC1)CC(C)C)CC 5-(N,N-diethylaminosulfonyl)amino-3-(1-isobutyl-piperidin-4-yl)-1H-indole